IC=1N=CNC1I 4,5-diiodoimidazole